C(=O)([O-])C(O)C(O)C(=O)[O-].[Ge+4].C(=O)([O-])C(O)C(O)C(=O)[O-] germanic tartrate